4-[bis[(1,1-dimethylethoxy)carbonyl]amino]-N-phenyl-tosylbenzamide CC(C)(OC(=O)N(C1(CC=C(S(=O)(=O)C2=C(C(=O)NC3=CC=CC=C3)C=CC=C2)C=C1)C)C(=O)OC(C)(C)C)C